BrC=1C=C2C(=CC=NC2=CC1)NC1=CC(=CC(=C1)OCC(C)OC)OC 6-Bromo-N-(3-methoxy-5-(2-methoxypropoxy)phenyl)quinolin-4-amine